(E)-4-bromo-6-methoxypyrazolo[1,5-a]pyridine-3-carbaldehyde oxime BrC=1C=2N(C=C(C1)OC)N=CC2/C=N/O